6-fluoro-N-(1,1,1,3,3,3-hexafluoropropan-2-yl)-4-oxo-1,4-dihydro-1,8-naphthyridine-3-carboxamide FC=1C=C2C(C(=CNC2=NC1)C(=O)NC(C(F)(F)F)C(F)(F)F)=O